6-((3S,4S)-4-amino-3-methyl-2-oxa-8-azaspiro[4.5]decan-8-yl)-3-((2-methoxyphenyl)ethynyl)-5-methyl-1,5-dihydro-4H-pyrazolo[3,4-d]pyrimidin-4-one N[C@@H]1[C@@H](OCC12CCN(CC2)C=2N(C(C1=C(N2)NN=C1C#CC1=C(C=CC=C1)OC)=O)C)C